C(C)N1N=C(C(=C1)C1=NC=NC2=CC(=C(C=C12)C1C2(CC2CO1)C(=O)N)OC)C1=CC=C(C=C1)F (4-(1-ethyl-3-(4-fluorophenyl)-1H-pyrazol-4-yl)-7-methoxyquinazolin-6-yl)-3-oxabicyclo[3.1.0]hexane-1-carboxamide